N1=CN=CC2=CC3=C(C=C12)OC=CO3 [1,4]dioxino[2,3-g]quinazoline